FC(C=1C=C(C=C(C1)C(F)(F)F)N(C(OC(C)(C)C)=O)CCO[Si](C)(C)C(C)(C)C)(F)F tert-butyl [3,5-bis(trifluoromethyl)phenyl](2-{[tertbutyl(dimethyl)silyl]oxy}ethyl)carbamate